P(=O)(OCN1C(C=C(C=C1)NC(C1=C(C=CC(=C1)C(F)(F)F)OC1=CC=C(C=C1)F)=O)=O)(O)O [4-[[2-(4-fluorophenoxy)-5-(trifluoromethyl)benzoyl]amino]-2-oxo-1-pyridyl]methyl dihydrogen phosphate